4-(4-((4-cyclopropylpiperazin-1-yl)methyl)-3-methylbenzylamino)-2-(2,6-dioxopiperidin-3-yl)isoindoline-1,3-dione C1(CC1)N1CCN(CC1)CC1=C(C=C(CNC2=C3C(N(C(C3=CC=C2)=O)C2C(NC(CC2)=O)=O)=O)C=C1)C